3-(1-(tert-Butoxycarbonyl)-2,3-dihydro-1H-pyrrolo[2,3-b]pyridin-5-yl)-2-oxo-2,3-dihydro-1H-benzo[d]imidazole-1-carboxylic acid tert-butyl ester C(C)(C)(C)OC(=O)N1C(N(C2=C1C=CC=C2)C=2C=C1C(=NC2)N(CC1)C(=O)OC(C)(C)C)=O